6-(3-chloro-5-Fluorophenyl)-3-methyl-2,3,4,5-tetrahydropyridine ClC=1C=C(C=C(C1)F)C=1CCC(CN1)C